CC[C@H](C)C(=O)O[C@@H](C[C@]1([C@@H](C[C@@H]([C@@]2([C@@H]1[C@@H](CC[C@@]2(CCl)O)OC(=O)/C(=C/C)/C)COC(=O)C)OC(=O)C)C)C)C3=CC(=O)OC3 The molecule is a diterpene lactone isolated from the whole plants of Ajuga ciliata. It has a role as a plant metabolite. It is a diterpene lactone, an acetate ester, a butenolide, an organochlorine compound, a tertiary alcohol and a carbobicyclic compound. It derives from a tiglic acid.